Cl.N[C@@H](C(=O)N[C@@H](CCCC)B1OC(C(O1)(C)C)(C)C)CC(=O)N1CCOCC1 (R)-2-amino-4-morpholino-4-oxo-N-((R)-1-(4,4,5,5-tetramethyl-1,3,2-dioxaborolan-2-yl)pentyl)butanamide hydrochloride